(1S)-1-(3-methyl-1,2-oxazol-5-yl)-N-(1-methylcyclopropyl)-4-[(1-methylpyrazol-4-yl)methyl]-5-oxo-1H,2H-imidazo[1,2-a]quinazoline-7-sulfonamide CC1=NOC(=C1)[C@@H]1CN=C2N1C1=CC=C(C=C1C(N2CC=2C=NN(C2)C)=O)S(=O)(=O)NC2(CC2)C